ClC1=CC(=C(C=C1Cl)NC(=O)N1C2CC3=C(N=CN=C3O)C1CC2)F (±)-N-(4,5-dichloro-2-fluorophenyl)-4-hydroxy-6,7,8,9-tetrahydro-5H-6,9-epiminocyclohepta[d]pyrimidine-10-carboxamide